C(CCC)N1C(NC=2N=C(NC2C1=O)C1=CC=CC=C1)=O 1-Butyl-8-phenyl-3,7-dihydro-purine-2,6-dione